3-Amino-4-(7-fluoro-1H-indazol-4-yl)-7-methyl-6-(5-methyl-2,5-diazabicyclo[2.2.2]octan-2-yl)-1H-1,5-naphthyridin-2-one NC=1C(NC2=CC(=C(N=C2C1C1=C2C=NNC2=C(C=C1)F)N1C2CN(C(C1)CC2)C)C)=O